NC1=NN=C(S1)O[C@@H]1CN(CC1)C(=O)OC(C)(C)C tert-butyl (3S)-3-[(5-amino-1,3,4-thiadiazol-2-yl)oxy]pyrrolidine-1-carboxylate